(3S)-5-chloro-N-{3-[8-ethyl-2-(oxan-4-ylamino)quinazolin-6-yl]-2,4-difluorophenyl}-3-hydroxy-2,3-dihydro-1-benzofuran-7-sulfonamide ClC=1C=C(C2=C([C@@H](CO2)O)C1)S(=O)(=O)NC1=C(C(=C(C=C1)F)C=1C=C2C=NC(=NC2=C(C1)CC)NC1CCOCC1)F